FC=1C=NC(=NC1)C=1C=C(C=CC1C)NC(=O)N1[C@@H]2C[C@H](C[C@]1(C2)CN2N=CC=C2)C (1S,3R,5R)-N-[3-(5-fluoropyrimidin-2-yl)-4-methylphenyl]-3-methyl-1-(pyrazol-1-ylmethyl)-6-azabicyclo[3.1.1]heptane-6-carboxamide